FC(OC=1C=CC=NC1)(F)F 5-(trifluoromethoxy)pyridine